ClC1=C(C=CC=C1)CC(=O)NC1=CC(=C(C=C1)C=1C=NN(C1)C1CCNCC1)S(N)(=O)=O 2-(2-chlorophenyl)-N-{4-[1-(piperidin-4-yl)-1H-Pyrazol-4-yl]-3-sulfamoylphenyl}acetamide